spiro[9H-fluorene-9,7'(1'H)-indeno[1,2-a]carbazole] C1C=CC=C2C=3C=CC4=C(C3N=C12)C1=CC=CC=C1C41C4=CC=CC=C4C=4C=CC=CC41